CC=1C(NC(=CC1C)CCC)=O 3,4-Dimethyl-6-propylpyridin-2(1H)-one